3,3'-dicarboxyl-4,4'-bis(4-amino-2-trifluoromethylphenoxy)biphenyl C(=O)(O)C=1C=C(C=CC1OC1=C(C=C(C=C1)N)C(F)(F)F)C1=CC(=C(C=C1)OC1=C(C=C(C=C1)N)C(F)(F)F)C(=O)O